2-[[3-oxo-8-[6-(trifluoromethyl)-2-pyridyl]-1H-benzo[e]isoindol-2-yl]methyl]prop-2-enamide O=C1N(CC=2C3=C(C=CC12)C=CC(=C3)C3=NC(=CC=C3)C(F)(F)F)CC(C(=O)N)=C